ClC1=CC=C(C(=N1)C=1C=CC2=C(COB2O)C1)NC(C)C=1C=C(C=C2C(C(=C(OC12)N1CCC(CC1)(F)F)C)=O)C 8-[1-[[6-chloro-2-(1-hydroxy-3H-2,1-benzoxaborol-5-yl)-3-pyridyl]amino]ethyl]-2-(4,4-difluoro-1-piperidyl)-3,6-dimethyl-chromen-4-one